F[C@@H]1C(CCCC1)=O (2S)-2-fluorocyclohexanone